diazepinate N1N=C(C=CC=C1)C(=O)[O-]